BrC=1C=C(C=CC1)C(COCC(C(=O)OC)(C)C)O Methyl 3-(2-(3-bromophenyl)-2-hydroxyethoxy)-2,2-dimethylpropanoate